FC1=C2CN(C(C2=CC=C1N1CCC(CC1)OC1CC(C1)OC1CCNCC1)=O)C1C(NC(CC1)=O)=O 3-[4-fluoro-1-oxo-5-[4-[3-(4-piperidyloxy)cyclobutoxy]-1-piperidyl]isoindolin-2-yl]piperidine-2,6-dione